NC1=NC=CC(=C1Cl)SC=1N=C(C(=NC1C)N1CCC2(C[C@H](C[C@H]2NC(OC(C)(C)C)=O)OC2CC2)CC1)CO tert-butyl ((1R,3R)-8-(5-((2-amino-3-chloropyridin-4-yl)thio)-3-(hydroxymethyl)-6-methylpyrazin-2-yl)-3-cyclopropoxy-8-azaspiro[4.5]decan-1-yl)carbamate